C1(CC1)[C@H](C=1C=CC2=C(NC(=N2)[C@@H](NC(=O)C2=NON=C2C)[C@@H]2CC(CCC2)(F)F)C1)NC(CC1CC(C1)(F)F)=O N-((S)-(6-((R)-Cyclopropyl(2-(3,3-difluorocyclobutyl)acetamido)methyl)-1H-benzo[d]imidazol-2-yl)((S)-3,3-difluorocyclohexyl)methyl)-4-methyl-1,2,5-oxadiazole-3-carboxamide